N,N,N',N'-tetra-naphthalen-2-yl-benzidine C1=C(C=CC2=CC=CC=C12)N(C1=CC=C(C=C1)C1=CC=C(N(C2=CC3=CC=CC=C3C=C2)C2=CC3=CC=CC=C3C=C2)C=C1)C1=CC2=CC=CC=C2C=C1